N-(5-iodo-2-isopropoxybenzyl)-2-phenylpiperidin-3-amine IC=1C=CC(=C(CNC2C(NCCC2)C2=CC=CC=C2)C1)OC(C)C